1-(2-(((2-chloropyridin-4-yl)amino)methyl)-6-cyclopropyl-imidazo[1,2-a]pyridin-8-yl)pyrrolidin-2-one ClC1=NC=CC(=C1)NCC=1N=C2N(C=C(C=C2N2C(CCC2)=O)C2CC2)C1